NCCCCCC(C(=O)NCCO[C@H]1[C@@H](O)[C@H](O)[C@H](O)[C@@H](O1)C)N(CC(=O)NCCO[C@@H]1[C@@H](O)[C@H](O)[C@H](O)[C@@H](O1)C)CC(=O)NCCO[C@H]1[C@@H](O)[C@H](O)[C@H](O)[C@@H](O1)C (S)-2,2'-{[7-amino-1-({2-[(α-L-fucopyranosyl)oxy]ethyl}amino)-1-oxoheptan-2-yl]azanediyl}bis(N-{2-[(α-L-fucopyranosyl)oxy]ethyl}acetamide)